C[Si]1(C=CC(CC1)N)C 1,1-Dimethylsilacyclohexen-4-amine